N-((R)-1-(((S)-1-(4-chlorothiazol-2-yl)-1-oxo-3-((R)-2-oxopyrrolidin-3-yl)propan-2-yl)amino)-4-methyl-1-oxopentan-2-yl)-4-methoxy-1H-indole-2-carboxamide ClC=1N=C(SC1)C([C@H](C[C@@H]1C(NCC1)=O)NC([C@@H](CC(C)C)NC(=O)C=1NC2=CC=CC(=C2C1)OC)=O)=O